4-(6-amino-5-(4-(4-isopropyl-4H-1,2,4-triazol-3-yl)phenyl)pyridin-3-yl)-N-methylfuro[2,3-b]pyridine-2-carboxamide NC1=C(C=C(C=N1)C1=C2C(=NC=C1)OC(=C2)C(=O)NC)C2=CC=C(C=C2)C2=NN=CN2C(C)C